C(C=C)OC[C@@H](C=1NC(=CN1)C=1C(=NC2=CC=CC=C2C1)OC)NC(OC(C)(C)C)=O tert-butyl (R)-(2-(allyloxy)-1-(5-(2-methoxyquinolin-3-yl)-1H-imidazol-2-yl)ethyl)carbamate